C(C)(C)(C)OC(COCCCCO)=O 2-(4-Hydroxybutoxy)acetic acid tert-butyl ester